Cl.NCC1=NN(C2=CC=C(C=C12)P(C)(C)=O)C1=CC=C(C=C1)C(F)(F)F (3-(aminomethyl)-1-(4-(trifluoromethyl)phenyl)-1H-indazol-5-yl)dimethylphosphine oxide hydrochloride